2-aminoethyl-2,3-dihydroxypropyl hydrogen phosphate P(=O)(OCC(C(O)CCN)O)(O)[O-]